ClC=1C=C(N2N=C(C=CC21)C2=CC=C(C=C2)C(=O)N2CCNCC2)C(=O)OC methyl 5-chloro-2-[4-(N-piperazinylcarbonyl) phenyl]-pyrrolo[1,2-b]pyridazine-7-carboxylate